N1N=C(C=C1)C1CCN(CC1)C=1N=C2N(C(C1C)=O)C=C(C=C2[C@@H](C)NC2=C(C(=O)O)C=CC=C2)C (R)-2-((1-(2-(4-(1H-pyrazol-3-yl)piperidin-1-yl)-3,7-dimethyl-4-oxo-4H-pyrido[1,2-a]pyrimidin-9-yl)ethyl)amino)benzoic acid